5-(2-(3-(difluoromethyl)-4-methylphenylamino)-5-methylpyrimidin-4-ylamino)benzo[d]oxazol-2(3H)-one FC(C=1C=C(C=CC1C)NC1=NC=C(C(=N1)NC=1C=CC2=C(NC(O2)=O)C1)C)F